O=C1SC2=C(C1=O)C=CC=C2 oxo-benzothiophene-3(2H)-one